COC(=O)C1=CC2=C(OCO2)C(=C1)OCC1=CC=CC=C1 7-Benzyloxybenzo[d][1,3]dioxole-5-carboxylic acid methyl ester